1-isopropyl-N-(3-methyl-1,1-dioxo-thietan-3-yl)-2-oxo-3-[3-(1,1,2,2-tetrafluoroethoxy)phenyl]imidazo[4,5-b]pyridine-6-carboxamide C(C)(C)N1C(N(C2=NC=C(C=C21)C(=O)NC2(CS(C2)(=O)=O)C)C2=CC(=CC=C2)OC(C(F)F)(F)F)=O